(4-(2-aminoethyl)piperidin-1-yl)-2-(2,6-dioxopiperidin-3-yl)isoindoline NCCC1CCN(CC1)C1N(CC2=CC=CC=C12)C1C(NC(CC1)=O)=O